C(CCC)C(C(=O)OCCCCCCCO)CCCCCC 7-hydroxyheptyl 2-butyloctanoate